ClC1=C(C=C(C=C1)F)C1=CC=C(N=N1)NC1C[C@@H]2[C@@H](CN(C2)C2=C(C#N)C=CC=C2)C1 2-((3aR,5s,6aS)-5-((6-(2-chloro-5-fluorophenyl)pyridazin-3-yl)amino)hexahydrocyclopenta[c]pyrrol-2(1H)-yl)benzonitrile